COC=1N=C2C(=CC=NC2=CC1OC)OC1=C(C=C(C=C1)NC(=O)C=1N=NC(=C(C1)C1=CC=C(C=C1)F)C)F N-[4-[(6,7-dimethoxy-1,5-naphthyridin-4-yl)oxy]-3-fluorophenyl]-5-(4-fluorophenyl)-6-methylpyridazine-3-carboxamide